8-methoxy-2-methyl-4-(1-methyl-1H-1,2,4-triazol-5-yl)quinoline COC=1C=CC=C2C(=CC(=NC12)C)C1=NC=NN1C